BrC1=CC(=C(C=C1)S(=O)(=O)N1C(C(N(C2=CC=CC(=C12)C)C)=O)C)C 4-(4-Bromo-2-methyl-phenyl)sulfonyl-1,3,5-trimethyl-3H-quinoxalin-2-one